N-[4-(2,6-Dimethylphenyl)-6-(2-fluorophenoxy)pyrimidin-2-yl]-1-methyl-pyrazole-4-sulfonamide CC1=C(C(=CC=C1)C)C1=NC(=NC(=C1)OC1=C(C=CC=C1)F)NS(=O)(=O)C=1C=NN(C1)C